ClC=1C2=C(C(=NN1)OC[C@@H]1OCCC1)C=CN=C2 (R)-4-chloro-1-((tetrahydrofuran-2-yl)methoxy)pyrido[4,3-d]pyridazine